2,4-dihydroxy-N-(indolin-5-yl)-5-isopropylbenzamide OC1=C(C(=O)NC=2C=C3CCNC3=CC2)C=C(C(=C1)O)C(C)C